N[C@@H]1CN(CC[C@H]1F)C1=NC2=C(N1CC(=O)N(CC(F)(F)F)C)C=CC(=C2)F 2-(2-((3R,4R)-3-amino-4-fluoropiperidin-1-yl)-5-fluoro-1H-benzo[d]imidazol-1-yl)-N-methyl-N-(2,2,2-trifluoroethyl)acetamide